BrCCCN(C(=O)OC(C)(C)C)C(=O)OC(C)(C)C (3-bromopropyl)-N,N-di-Boc-amine